2-amino-1-(6-fluoro-5-methyl-1-(tetrahydro-2H-pyran-2-yl)-1H-indazol-4-yl)-5,6-dimethyl-1H-pyrrolo[2,3-b]pyridine-3-carbonitrile NC1=C(C=2C(=NC(=C(C2)C)C)N1C1=C2C=NN(C2=CC(=C1C)F)C1OCCCC1)C#N